Glucosamine methacrylate C(C(=C)C)(=O)O.OC1[C@H](N)[C@@H](O)[C@H](O)[C@H](O1)CO